(Oxy)Fluorid O(F)F